C(CC)NCC#CCNCCC 1,4-bis(n-propylamino)-2-butyne